Cl.ClC=1C=C(C=NC1C(C)OC)N 5-chloro-6-(1-methoxyethyl)pyridin-3-amine monoHCl salt